C(C)(C)(C)OC(=O)N[C@H](COC=1C=C(C=CC1)CCCC(=O)O)CCC(N)=O 4-[3-[(2S)-2-[(tert-butoxycarbonyl)amino]-4-carbamoylbutoxy]phenyl]butanoic acid